[2-(2-methoxyethoxy)thiazol-5-yl]methanol COCCOC=1SC(=CN1)CO